N-(4-Chloropyrimidin-5-yl)carbamic acid tert-butyl ester C(C)(C)(C)OC(NC=1C(=NC=NC1)Cl)=O